1-(4-bromophenyl)-3-(tert-butyl)-1H-pyrazol-5-amine BrC1=CC=C(C=C1)N1N=C(C=C1N)C(C)(C)C